CC1=C2C=CNC2=C(C=C1)[N+](=O)[O-] 4-methyl-7-nitro-1H-indole